methyl (1R,2S,5S)-3-[(2S)-3,3-dimethyl-2-[[2-(2-trimethylsilylethoxymethoxy)-3-pyridyl]amino]butanoyl]-6,6-dimethyl-3-azabicyclo[3.1.0]hexane-2-carboxylate CC([C@@H](C(=O)N1[C@@H]([C@H]2C([C@H]2C1)(C)C)C(=O)OC)NC=1C(=NC=CC1)OCOCC[Si](C)(C)C)(C)C